ClC1=CC2=C(N(C(N=C2N2CCN(CC2)C(C=C)=O)=O)C2=C(C=CC=C2C)C)N=C1C1=C(C=CC=C1O)F 6-chloro-1-(2,6-dimethylphenyl)-7-(2-fluoro-6-hydroxyphenyl)-4-(4-(2-propenoyl)-1-piperazinyl)pyrido[2,3-d]pyrimidin-2(1H)-one